L-glycero-D-glucoHeptitol C([C@H](O)[C@@H](O)[C@H](O)[C@H](O)[C@@H](O)CO)O